C(C)(C)N1N=C(C=C1)[S@@](=O)(N)=NC(NC1=C2C(=NC3=C1CCC3)[C@H](CC2)C)=O |o1:23| (R,S) or (R,R)-1-isopropyl-N'-((3-methyl-1,2,3,5,6,7-hexa-hydrodicyclopenta[b,e]pyridin-8-yl)carbamoyl)-1H-pyrazole-3-sulfonimidamide